Phenylcyclopropanol C1(=CC=CC=C1)C1(CC1)O